4-{4-[(tert-Butoxycarbonyl)amino]-1-methylpyrrole-2-carboxamido}-1-methylimidazole-2-carboxylic acid ethyl ester C(C)OC(=O)C=1N(C=C(N1)NC(=O)C=1N(C=C(C1)NC(=O)OC(C)(C)C)C)C